N-(tert-Butoxycarbonyl)-O-pentyl-L-serine C(C)(C)(C)OC(=O)N[C@@H](COCCCCC)C(=O)O